ClC=1C=C(C=CC1)C=1OC(=C(N1)C)C=1C=CC(N(N1)CC=1SC(=NN1)C1=CC=C(C=C1)F)=O 6-(2-(3-chlorophenyl)-4-methyloxazol-5-yl)-2-((5-(4-fluorophenyl)-1,3,4-thiadiazol-2-yl)methyl)pyridazin-3(2H)-one